N[C@@H]1CN(CCC[C@@H]1N)C(=O)OC(C)(C)C tert-Butyl cis-3,4-diaminoazepane-1-carboxylate